FC(S(=O)(=O)OC(C(F)F)C)(F)F 1,1-difluoropropan-2-yl trifluoromethanesulfonate